2-[4-[4-(2-hydroxyethoxy)-3,5-bis(phenanthren-9-yl)phenyl]sulfonyl-2,6-bis(phenanthren-9-yl)-phenoxy]ethanol OCCOC1=C(C=C(C=C1C=1C2=CC=CC=C2C=2C=CC=CC2C1)S(=O)(=O)C1=CC(=C(OCCO)C(=C1)C=1C2=CC=CC=C2C=2C=CC=CC2C1)C=1C2=CC=CC=C2C=2C=CC=CC2C1)C=1C2=CC=CC=C2C=2C=CC=CC2C1